4-(Benzyloxy)-6-fluoro-3-(1-[3-(2H-1,2,3-triazol-2-yl)propyl]pyrrolidin-3-yl)-1H-indole C(C1=CC=CC=C1)OC1=C2C(=CNC2=CC(=C1)F)C1CN(CC1)CCCN1N=CC=N1